NC1=NC=CC(=N1)C(NC(CCC(F)(F)F)=O)C1CC1 N-((2-Aminopyrimidin-4-yl)(cyclopropyl)methyl)-4,4,4-trifluorobutanamide